COCC1=CC(=NN1)CN [5-(methoxymethyl)-1H-pyrazol-3-yl]methanamine